C(C)(C)(C)OC(=O)N[C@H](C(=O)OC(C)(C)C)CI tert-butyl (R)-2-((tert-butoxycarbonyl)amino)-3-iodopropanoate